magnesium-silicon-neodymium [Nd].[Si].[Mg]